Cl.C(C)(C)(C)N1C[C@@H](NCC1)C (S)-1-(tert-butyl)-3-methylpiperazine hydrochloride